(R)-N4-(1-(3-amino-5-(trifluoromethyl)phenyl)ethyl)-N6-(5-(2-(dimethylamino)ethyl)-6-methoxypyridin-3-yl)-N6,2-dimethylquinazolin-4,6-diamine formate salt C(=O)O.NC=1C=C(C=C(C1)C(F)(F)F)[C@@H](C)NC1=NC(=NC2=CC=C(C=C12)N(C)C=1C=NC(=C(C1)CCN(C)C)OC)C